C(=O)(C(=C)C)CCC(=O)O methacryl-ethyl-carboxylic acid